4-iodo-2-(methyl-d3)-1-((2-(trimethylsilyl)ethoxy)methyl)-1,2-dihydro-3H-pyrazole IC=1CN(N(C1)COCC[Si](C)(C)C)C([2H])([2H])[2H]